ClCCCC(=CS(=O)(=O)C1=CC=C(C)C=C1)[Se]C1=CC=CC=C1 (5-chloro-1-tosylpent-1-en-2-yl)(phenyl)selane